C(C)(C)(C)C1CCCCC(C1)C(C)(C)C 5,7-di-tert-butylcycloheptane